N-(5-((dimethylamino)methyl)-1H-indol-3-yl)-1-methyl-6-(trifluoromethyl)-1H-indole-3-carboxamide CN(C)CC=1C=C2C(=CNC2=CC1)NC(=O)C1=CN(C2=CC(=CC=C12)C(F)(F)F)C